diethylene glycol di-formate C(=O)OCCOCCOC=O